methyl (S)-3-(8-nitro-1-(methylthio)-6-phenyl-4H-benzo[f][1,2,4]triazolo[4,3-a][1,4]diazepin-4-yl)propionate [N+](=O)([O-])C=1C=CC2=C(C(=N[C@H](C=3N2C(=NN3)SC)CCC(=O)OC)C3=CC=CC=C3)C1